C1(CCCC1)S(=O)(=O)C=1C=C(C=CC1)NC(C1=C(N=C(C=C1)NC(CO)(C)C)N1CCC2(CC2)CC1)=O N-(3-(cyclopentylsulfonyl)phenyl)-6-((1-hydroxy-2-methylpropan-2-yl)amino)-2-(6-azaspiro[2.5]oct-6-yl)nicotinamide